N-[(1R)-1-(azetidin-3-yl)ethyl]-5-[4-(trifluoromethyl)phenoxy]naphthalene-2-carboxamide N1CC(C1)[C@@H](C)NC(=O)C1=CC2=CC=CC(=C2C=C1)OC1=CC=C(C=C1)C(F)(F)F